ClC1=C(C=CC=C1)CC(=O)N1C[C@@H](CC[C@@H]1C)C(=O)OC methyl (3R,6S)-1-(2-(2-chlorophenyl) acetyl)-6-methylpiperidine-3-carboxylate